FC1=C(C=CC(=C1)C(F)(F)F)C1=CC(=C(C=C1)CNC(C=C)=O)C1=NN(C=C1)C N-((2'-fluoro-3-(1-methyl-1H-pyrazol-3-yl)-4'-(trifluoromethyl)-[1,1'-biphenyl]-4-yl)methyl)acrylamide